CC1=C(C(=O)C2=CC=CC=C2)C=C(C=C1)C 2,5-dimethyl-benzophenone